(3aS,6aR)-2-(6-ethyl-8-fluoro-4-methyl-3-(3-methyl-1,2,4-oxadiazol-5-yl)quinolin-2-yl)-N-(((R)-tetrahydrofuran-2-yl)methyl)hexahydrocyclopenta[c]pyrrol-3a(1H)-amine C(C)C=1C=C2C(=C(C(=NC2=C(C1)F)N1C[C@@H]2[C@](C1)(CCC2)NC[C@@H]2OCCC2)C2=NC(=NO2)C)C